Tert-Butyl 1-methyl-2-oxo-pyrrolidine-3-carboxylate CN1C(C(CC1)C(=O)OC(C)(C)C)=O